P(=O)([O-])OP(=O)[O-].[Na+].C=C.[Na+] ethylene sodium diphosphonate